N-(3-methoxybenzyl)-4-(2-morpholinoethyl)-N-(4-(pyrrolidin-1-yl)benzyl)oxazol-2-amine COC=1C=C(CN(C=2OC=C(N2)CCN2CCOCC2)CC2=CC=C(C=C2)N2CCCC2)C=CC1